CN(S(=O)(=O)C)C1=CC=C(C=C1)C1=NC2=CC=CC=C2C(N1)=O [4-(N-methylmethanesulfonamido)phenyl]-4-oxo-3,4-dihydroquinazolin